FC(C1=NC=CC(=C1)OC1=CC=C(C#N)C=C1)(F)F 4-((2-(trifluoromethyl)pyridin-4-yl)oxy)benzonitrile